BrC=1C=CC2=C(SCC2)C1 6-bromo-2,3-dihydrobenzo[B]thiophene